(R or S,Z)-3-chloro-1-(2-(4-cyclobutylphenyl)-2,3,4,5,5a,6,8,9-octahydro-7H-1,2,5,7-tetraazabenzo[cd]azulen-7-yl)prop-2-en-1-one Cl\C=C/C(=O)N1C[C@H]2C3=C(N(N=C3CC1)C1=CC=C(C=C1)C1CCC1)CCN2 |o1:7|